COC1C(CC(O1)=O)CCC 5-methoxy-4-n-propyldihydrofuran-2(5H)-one